2-(adamantan-1-yl)-4-(tert-amyl)phenol C12(CC3CC(CC(C1)C3)C2)C2=C(C=CC(=C2)C(C)(C)CC)O